N-(7-amino-1-methyl-1H-pyrazolo[3,4-c]pyridin-4-yl)-2-(3-methyl-5-(6-(trifluoromethyl)pyridin-3-yl)morpholino)-2-oxoacetamide NC=1N=CC(=C2C1N(N=C2)C)NC(C(=O)N2C(COCC2C=2C=NC(=CC2)C(F)(F)F)C)=O